C(CCCCCC)OCOCCCC(CC(CC(CC(C)I)C)C)C 10-iodo-4,6,8-trimethylundecyl heptoxymethyl ether